C(C)OC(=O)C=1N(C2=CC=C(C=C2C1)[C@@H]1CC(OCC1)(C)C)[C@@]1([C@H](C1)C)C#N 1-((1S,2S)-1-cyano-2-methylcyclopropyl)-5-((S)-2,2-dimethyltetrahydro-2H-pyran-4-yl)-1H-indole-2-carboxylic acid ethyl ester